(4-(2-(2-Aminopyridin-3-yl)-5-(pyridin-3-yl)-3H-imidazo[4,5-b]pyridin-3-yl)phenyl)methanol NC1=NC=CC=C1C1=NC=2C(=NC(=CC2)C=2C=NC=CC2)N1C1=CC=C(C=C1)CO